1-[6-[6-(difluoromethoxy)-5-[(6-methylpyridazin-3-yl)amino]benzimidazol-1-yl]-3-[(1R)-1-hydroxyethyl]-2-pyridyl]-5-methyl-pyrazole-3-carbonitrile FC(OC=1C(=CC2=C(N(C=N2)C2=CC=C(C(=N2)N2N=C(C=C2C)C#N)[C@@H](C)O)C1)NC=1N=NC(=CC1)C)F